1,2-Octanediol C(C(CCCCCC)O)O